Cl.CC1=C(C(=O)NC2=CC(=C(C=C2)S(N[C@H](C)C2CCNCC2)(=O)=O)C(F)(F)F)C=CC=C1 (R)-2-methyl-N-(4-(N-(1-(piperidin-4-yl)ethyl)sulfamoyl)3-(trifluoromethyl)phenyl)benzamide hydrochloride